The molecule is a 2,3-dihydroxy-3-methylbutanoate. It has a role as a Saccharomyces cerevisiae metabolite. It is a conjugate base of a (R)-2,3-dihydroxy-3-methylbutanoic acid. CC(C)([C@H](C(=O)[O-])O)O